ClC=1N=CC=2N(C1)N=CC2N2C(N(C(CC2)=O)CC2=CC=C(C=C2)OC)=O 1-(6-chloropyrazolo[1,5-a]pyrazin-3-yl)-3-(4-methoxybenzyl)dihydropyrimidine-2,4(1H,3H)-dione